1-(2-aminoethyl)-3-phenylthiourea NCCNC(=S)NC1=CC=CC=C1